C(C)(C)(C)N[C@@H]1CN(CC1)C=1N=NC(=CN1)C1=NC(=C(C=C1)C1=CN=C(S1)C)OC (3S)-N-tert-butyl-1-{6-[6-methoxy-5-(2-methyl-1,3-thiazol-5-yl)pyridin-2-yl]-1,2,4-triazin-3-yl}pyrrolidin-3-amine